C1(CCCC1)C=1C(OC=CC1)=O cyclopentylpyrone